(1',3',6'-trihydroxy-4'-methoxy-2',4',6'-trimethyl-7'-oxo-1',2',3',4',6',7'-hexahydrospiro[cyclopropane-1,5'-inden]-2'-yl)methyl carbamate C(N)(OCC1(C(C=2C(C(C3(C(C2C1O)(C)OC)CC3)(C)O)=O)O)C)=O